N(=C=O)C1=CC(=CC=C1)CN=C=O 1-Isocyanato-3-(isocyanatomethyl)benzol